2-Amino-4,6-difluorobenzothiazole NC=1SC2=C(N1)C(=CC(=C2)F)F